CN(CCCNC(=O)N)C 3-(dimethylamino)propylurea